(-)-4-(4-(1-aminoethyl)-8-fluoro-2-methylquinolin-6-yl)-5-fluoro-N-(1-(methylsulfonyl)piperidin-4-yl)pyrimidin-2-amine hemicitrate C(CC(O)(C(=O)O)CC(=O)O)(=O)O.NC(C)C1=CC(=NC2=C(C=C(C=C12)C1=NC(=NC=C1F)NC1CCN(CC1)S(=O)(=O)C)F)C.NC(C)C1=CC(=NC2=C(C=C(C=C12)C1=NC(=NC=C1F)NC1CCN(CC1)S(=O)(=O)C)F)C